FC=1C=CC(=NC1)C(N1C[C@@H](N(C[C@H]1C)C1=CC(N(C=2C=CC(=NC12)C#N)C)=O)C)C1=NC=C(C=C1)F 8-((2s,5r)-4-(bis(5-fluoropyridin-2-yl)methyl)-2,5-dimethylpiperazin-1-yl)-5-methyl-6-oxo-5,6-dihydro-1,5-naphthyridine-2-carbonitrile